FC1=C(C(=O)N2CC3(CN(C3)CC3=CN=C4C=C(C(NC4=C3)=O)CC)C2)C=CC(=C1)F 7-((6-(2,4-difluorobenzoyl)-2,6-diazaspiro[3.3]heptan-2-yl)methyl)-3-ethyl-1,5-naphthyridin-2(1H)-one